C1(=CC=CC=C1)NC(=N)NO N-phenyl-N'-hydroxyguanidine